(4,4-dimethylpyrrolidin-3-yl)-5-(piperidin-1-ylmethyl)-5,6-dihydro-1,4,2-dioxazine CC1(C(CNC1)C1=NOCC(O1)CN1CCCCC1)C